(1S,2S,3R,5S)-3-(4-amino-5-fluoro-7H-pyrrolo[2,3-d]pyrimidin-7-yl)-5-((2-methyl-1,2,3,4-tetrahydroisoquinolin-8-yl)oxy)cyclopentane-1,2-diol NC=1C2=C(N=CN1)N(C=C2F)[C@H]2[C@@H]([C@@H]([C@H](C2)OC=2C=CC=C1CCN(CC21)C)O)O